OC[C@@H]1CNC(O1)=O (5S)-5-(hydroxymethyl)oxazolidin-2-one